1-((S)-1-(3-chloro-5-fluoro-2-(hydroxymethyl)phenyl)ethyl)-3-ethyl-5-methylimidazolidin-2,4-dione ClC=1C(=C(C=C(C1)F)[C@H](C)N1C(N(C(C1C)=O)CC)=O)CO